CN1CCC(CC1)C1=NC2=CC=CC=C2C=C1 2-(1-methylpiperidin-4-yl)quinolin